CN(C1=C(C=CC(=C1)C(=O)OCC1=CC=CC=C1)C(=O)OC)C O4-benzyl O1-methyl 2-(dimethylamino)benzene-1,4-dicarboxylate